benzyl ((1S)-1-(4,4-difluorocyclohexyl)-2-((2-hydroxy-5-(2-methoxy-1-((R)-4-methyl-2-oxoimidazolidin-1-yl)ethyl)phenyl)amino)-2-oxoethyl)carbamate FC1(CCC(CC1)[C@@H](C(=O)NC1=C(C=CC(=C1)C(COC)N1C(N[C@@H](C1)C)=O)O)NC(OCC1=CC=CC=C1)=O)F